4-(7-(2,3-dihydrobenzo[b][1,4]dioxin-6-yl)-2-(3-(pyridin-3-yl)-1H-pyrazol-1-yl)pyrido[3,2-d]pyrimidin-4-yl)morpholine O1C2=C(OCC1)C=C(C=C2)C2=CC=1N=C(N=C(C1N=C2)N2CCOCC2)N2N=C(C=C2)C=2C=NC=CC2